5-((4-(5-chloro-1-methyl-1H-indol-3-yl)-1,3,5-triazin-2-yl)amino)-2-((2-(dimethylamino)ethyl(methyl)amino)-4-methoxyphenyl)acrylamide ClC=1C=C2C(=CN(C2=CC1)C)C1=NC(=NC=N1)NC=1C(=CC(=C(C1)C(C(=O)N)=C)N(C)CCN(C)C)OC